CC=1N(C2=CC=C(C=C2C1C=1N=CN(C1)CCS(=O)(=O)C)S(=O)(=O)N)C1=CC=C(C=C1)C(F)(F)F methyl-3-(1-(2-(methylsulfonyl)ethyl)-1H-imidazol-4-yl)-1-(4-(trifluoromethyl)phenyl)-1H-indole-5-sulfonamide